ClC=1C=C(C=CC1C=1N(C2=NC=NC(=C2N1)OC1(CC1)C)CC1=NC=CC(=C1)C)N1CC(C1)O 1-(3-chloro-4-(6-(1-methylcyclopropoxy)-9-((4-methylpyridin-2-yl)methyl)-9H-purin-8-yl)phenyl)azetidin-3-ol